FC=1C=C2C(=C(NC2=C(C1)F)C1=CC=C(C=C1)F)[C@@H]1CC[C@H](CC1)N trans-4-[5,7-difluoro-2-(4-fluorophenyl)-1H-indol-3-yl]Cyclohexylamine